[8-[(1-methylindol-5-yl) amino]-1-oxo-2-isoquinolinyl]Ethyl acetate C(C)(=O)OCCN1C(C2=C(C=CC=C2C=C1)NC=1C=C2C=CN(C2=CC1)C)=O